NC1=C(C=CC=C1)C(C)(C)C1=C(C=CC=C1)N 2,2-bis-(aminophenyl)propane